C(#N)[C@@H](C[C@H]1C(NCCC1)=O)NC(=O)[C@@H]1N([C@H]2CC([C@@H]1CC2)(F)F)C([C@@H](CC(C)C)NC(C(F)(F)F)=O)=O (1R,3R,4R)-N-[(1R)-1-cyano-2-[(3S)-2-oxo-3-piperidyl]ethyl]-5,5-difluoro-2-[(2R)-4-methyl-2-[(2,2,2-trifluoroacetyl)amino]pentanoyl]-2-azabicyclo[2.2.2]octane-3-carboxamide